tert-butyl ({(2R)-4-[6-amino-3-(2-fluorophenoxy)-2-(trifluoromethyl)phenyl]-1-methylpiperazin-2-yl} methyl)(methyl)carbamate NC1=CC=C(C(=C1N1C[C@@H](N(CC1)C)CN(C(OC(C)(C)C)=O)C)C(F)(F)F)OC1=C(C=CC=C1)F